2-Bromo-4-(3-(2,2-difluoropropyl)azetidin-1-yl)pyridine BrC1=NC=CC(=C1)N1CC(C1)CC(C)(F)F